O1CC(CC1)=O dihydrofuran-3(2H)-one